FC(C)(F)C=1C(=C(C=CC1)[C@@H](C)N1C(C=CC=C1N1C[C@@H](CC1)N(C)C)C)F N-{(1R)-1-[3-(1,1-Difluoroethyl)-2-fluorophenyl]ethyl}-6-[(3R)-3-(dimethylamino)pyrrolidin-1-yl]-2-methylpyridin